methyl N-[5-[6-[(4-fluoro-3-methoxy-phenyl)-prop-2-ynyl-carbamoyl]-8-methyl-imidazo[1,2-a]pyridin-3-yl]-2-pyridyl]carbamate FC1=C(C=C(C=C1)N(C(=O)C=1C=C(C=2N(C1)C(=CN2)C=2C=CC(=NC2)NC(OC)=O)C)CC#C)OC